NC=1C=C2C(=NC1C)N(C(=C2C#N)NC(OC(C)(C)C)=O)C2=C(C(=CC=C2C)OC)C tert-butyl N-[5-amino-3-cyano-1-(3-methoxy-2,6-dimethyl-phenyl)-6-methyl-pyrrolo[2,3-b]pyridin-2-yl]carbamate